N1C=C(C2=CC=CC=C12)C=1C2=C(NC(N1)=S)NC(NC2=O)=O 5-(1H-Indol-3-yl)-7-thioxo-7,8-dihydropyrimido[4,5-d]pyrimidine-2,4(1H,3H)-dione